4-[3-({[(1S,3S)-3-aminocyclohexyl]meth-yl}amino)-1-{4-[(3R)-3-methoxypyrrolidin-1-yl]phenyl}-1H-pyrazol-5-yl]-2-fluorobenzonitrile N[C@@H]1C[C@H](CCC1)CNC1=NN(C(=C1)C1=CC(=C(C#N)C=C1)F)C1=CC=C(C=C1)N1C[C@@H](CC1)OC